N1=C(C=CC=C1)CO[C@@H]1CC2=CC[C@H]3[C@@H]4CC=C([C@@]4(C)CC[C@@H]3[C@]2(CC1)C)N1C=NC2=C1C=CC=C2 3β-(Pyridin-2-ylmethoxy)-17-(1H-benzimidazol-1-yl)androsta-5,16-dien